3-({1-[3-(methanesulfonyl)phenyl]ethyl}oxy)-5-(4,4,5,5-tetramethyl-1,3,2-dioxaborolan-2-yl)pyridin-2-amine CS(=O)(=O)C=1C=C(C=CC1)C(C)OC=1C(=NC=C(C1)B1OC(C(O1)(C)C)(C)C)N